[O-]CC.[Ta+5].[O-]CC.[O-]CC.[O-]CC.[O-]CC tantalum (V) ethoxide